2-methoxy-4-(trifluorometh-yl)benzaldehyde COC1=C(C=O)C=CC(=C1)C(F)(F)F